C1(CC1)C=1C=NN(C1CO[C@H]1[C@@H]2CN([C@H](C1)C2)C2=CC(=C(C(=O)OC(C)(C)C)C=C2)F)C2=C(C=CC=C2F)F tert-butyl 4-[(1S,4S,5R)-5-[[4-cyclopropyl-1-(2,6-difluorophenyl)-1H-pyrazol-5-yl]methoxy]-2-azabicyclo[2.2.1]heptan-2-yl]-2-fluorobenzoate